2-(2-Oxo-8-(pyrrolo[1,2-c]pyrimidin-1-yl)-1,3,8-triazaspiro[4.5]decan-3-yl)-N-(4-(trifluoromethyl)phenyl)acetamide hydrochloride Cl.O=C1NC2(CN1CC(=O)NC1=CC=C(C=C1)C(F)(F)F)CCN(CC2)C2=NC=CC=1N2C=CC1